C1(CC1)C(=O)NC1=NC=C(C(=O)O)C(=C1)NC1=C(C=2N(C=C1)N=CC2CO)OC 6-(Cyclopropanecarboxamido)-4-((3-(hydroxymethyl)-4-methoxypyrazolo[1,5-a]pyridin-5-yl)amino)nicotinic acid